4-(1-methyl-1H-pyrazol-4-yl)piperidin CN1N=CC(=C1)C1CCNCC1